ClC1=C(C=CC=C1)[C@@H]1NCC2=NN=C(N2C=2SC=3C[C@@H](CC3C12)C(=O)O)C (9R,13R)-9-(2-Chlorophenyl)-3-methyl-16-thia-2,4,5,8-tetraazatetracyclo[8.6.0.02,6.011,15]hexadeca-1(10),3,5,11(15)-tetraene-13-carboxylic acid